((2S)-1-(4-amino-6-bromo-5-(quinolin-3-yl)-7H-pyrrolo[2,3-d]pyrimidin-7-yl)pent-4-en-2-yl-1-d)carbamic acid tert-butyl ester C(C)(C)(C)OC(N[C@H](C([2H])N1C(=C(C2=C1N=CN=C2N)C=2C=NC1=CC=CC=C1C2)Br)CC=C)=O